C(C=C)OC(C=1C(C(=O)OCC=C)=CC=CC1)=O diallylphthalate